[N+](=O)([O-])C=1C(=NON1)NC1=NON=C1[N+](=O)[O-] bis(4-nitro-1,2,5-oxadiazole-3-yl)amine